4-methyl-N-{2-methyl-3-{4-{[4-(4-methylpiperazin-1-yl)phenyl]amino}-7H-pyrrolo[2,3-d]pyrimidin-2-yl}phenyl}benzamide CC1=CC=C(C(=O)NC2=C(C(=CC=C2)C=2N=C(C3=C(N2)NC=C3)NC3=CC=C(C=C3)N3CCN(CC3)C)C)C=C1